(3α,5α)-3-Hydroxy-pregnan-20-one O[C@H]1C[C@@H]2CC[C@H]3[C@@H]4CC[C@H](C(C)=O)[C@]4(CC[C@@H]3[C@]2(CC1)C)C